N-(4-fluoro-3-methylphenyl)-5-(2-((1R,3s,5S)-3-hydroxy-8-azabicyclo[3.2.1]octan-8-yl)-2-oxoacetyl)-1,2,4-trimethyl-1H-pyrrole-3-carboxamide FC1=C(C=C(C=C1)NC(=O)C1=C(N(C(=C1C)C(C(=O)N1[C@H]2CC(C[C@@H]1CC2)O)=O)C)C)C